CC(C)(OCCCCN1C=[N+](C=C1)CCCCOC(C)(C)C)C 1,3-bis[4-(1,1-dimethylethoxy)butyl]imidazolium